BrC1=CC=C2C(=CNC2=C1)C1(NC2=CC=C(C=C2C1=O)Cl)C1=CC=CC=C1 2-(6-bromo-1H-indol-3-yl)-5-chloro-2-phenylindol-3-one